O1C2C(CC1)CC(C2)N2N=C(C=1C2=NC(=NC1)NC=1C(=CC=2N(C1)N=CN2)C)C 1-(hexahydro-2H-cyclopenta[b]furan-5-yl)-3-methyl-N-(7-methyl-[1,2,4]triazolo[1,5-a]pyridin-6-yl)-1H-pyrazolo[3,4-d]pyrimidin-6-amine